FC1=C(OC2=CC=C3CCNC(C3=C2)=O)C(=CC(=C1)[N+](=O)[O-])F 7-(2,6-difluoro-4-nitro-phenoxy)-3,4-dihydro-2H-isoquinolin-1-one